(2S)-pentan-3-yl 2-(((((2R,3S,4R,5S)-5-(4-aminopyrrolo[2,1-f][1,2,4]triazin-7-yl)-2-cyano-3,4-dihydroxytetrahydrofuran-2-yl)methoxy)(phenoxy)phosphoryl)amino)butanoate NC1=NC=NN2C1=CC=C2[C@H]2[C@@H]([C@@H]([C@@](O2)(C#N)COP(=O)(OC2=CC=CC=C2)N[C@H](C(=O)OC(CC)CC)CC)O)O